2-(2-methoxypyridin-4-yl)propanoic acid COC1=NC=CC(=C1)C(C(=O)O)C